ethyl 2-(4-methyl-6-((3-methyl-4-((1-methyl-1H-benzoimidazol-5-yl)oxy)phenyl)amino)pyrimidin-5-yl)oxazole-4-carboxylate CC1=NC=NC(=C1C=1OC=C(N1)C(=O)OCC)NC1=CC(=C(C=C1)OC1=CC2=C(N(C=N2)C)C=C1)C